ClC=1C=C(C(=O)NC2=C(C(=C(C=C2)F)C(=O)C=2C=C3N=CC=NC3=CC2)F)C=CC1 3-chloro-N-(2,4-difluoro-3-(quinoxaline-6-carbonyl)phenyl)benzamide